2-(4-(2-(7,8-dimethyl-[1,2,4]triazolo[1,5-a]pyridin-6-yl)-4-fluoro-3-isopropyl-1H-pyrrolo[2,3-c]pyridin-5-yl)piperidin-1-yl)acetamide CC1=C(C=2N(C=C1C1=C(C=3C(=CN=C(C3F)C3CCN(CC3)CC(=O)N)N1)C(C)C)N=CN2)C